NC(C(=O)O)C1CC(=NO1)Cl alpha-amino-3-chloro-4,5-dihydro-5-isoxazoleacetic acid